4-(trifluoromethoxy)benzoic acid-2,6-d FC(OC=1C=C(C(C(=O)O)=C(C1)[2H])[2H])(F)F